FC=1C=C2C(CCOC2=C(C1O[C@H](C1=CC=C(C(=O)N)C=C1)C1=CC=NC=C1)C)=O (R)-4-(((6-fluoro-8-methyl-4-oxochroman-7-yl)oxy)(pyridin-4-yl)methyl)benzamide